bis-(4-aminophenyl)-N-phenylamine NC1=CC=C(C=C1)N(C1=CC=CC=C1)C1=CC=C(C=C1)N